2-{[4-(3-carbamoylphenyl)-6-pentylquinolin-2-yl](methyl)amino}acetic acid C(N)(=O)C=1C=C(C=CC1)C1=CC(=NC2=CC=C(C=C12)CCCCC)N(CC(=O)O)C